BrC1CCC2=CC(=C(C=C12)F)C=1N(C=C(N1)C(F)(F)F)CC 2-(1-bromo-6-fluoro-2,3-dihydro-1H-inden-5-yl)-1-ethyl-4-(trifluoromethyl)-1H-imidazole